C(C1CO1)OC1=CC=C(C=C1)C1(CCCCC1)C1=CC=C(C=C1)OCC1CO1 1,1-bis(4-glycidoxyphenyl)cyclohexane